[2H]C=1C=C(C=2NC3=CC=C(C=C3C2C1)[2H])C(C)=O 3,6-dideuteroacetylcarbazole